perfluoro(2,4-dimethyl-2-chloroformyl-1,3-dioxolan) FC1(OC(OC1(F)F)(C(=O)Cl)C(F)(F)F)C(F)(F)F